ICC\C=C\CCCCCCCCCCCCCC(OC)OC (3E)-1-iodo-18,18-dimethoxy-3-octadecene